N'-benzyl-4-bromobenzoyl-hydrazine tert-Butyl-4-((4-(4-(2,4-dioxotetrahydropyrimidin-1(2H)-yl)-1H-indol-1-yl)piperidin-1-yl)methyl)piperidine-1-carboxylate C(C)(C)(C)OC(=O)N1CCC(CC1)CN1CCC(CC1)N1C=CC2=C(C=CC=C12)N1C(NC(CC1)=O)=O.C(C1=CC=CC=C1)NNC(C1=CC=C(C=C1)Br)=O